ClC1=C(C=CC=C1)[C@H]1CC[C@H](N1C(C1=CC=C(C=C1)C=1C=NC(=CC1)C)=O)C(=O)O (2S,5R)-5-(2-chlorophenyl)-1-(4-(6-methylpyridin-3-yl)benzoyl)pyrrolidine-2-carboxylic acid